butyl 6-(4-(5-chloro-6-methyl-1-(tetrahydro-2H-pyran-2-yl)-1H-indazol-4-yl)-3-(2-(2-hydroxyethyl)-2H-indazol-5-yl)-5-methyl-1H-pyrazol-1-yl)-2-azaspiro[3.3]heptane-2-carboxylate ClC=1C(=C2C=NN(C2=CC1C)C1OCCCC1)C=1C(=NN(C1C)C1CC2(CN(C2)C(=O)OCCCC)C1)C1=CC2=CN(N=C2C=C1)CCO